ytterbium copper tungsten oxide [W]=O.[Cu].[Yb]